FC1=C(C=C(C(=C1)F)[N+](=O)[O-])C 1,5-difluoro-2-methyl-4-nitro-benzene